(E)-N'-(5-cyclopropoxy-2-fluorobenzylidene)-6-(6-(trifluoromethoxy)pyridin-3-yl)pyrazine-2-carbohydrazide C1(CC1)OC=1C=CC(=C(\C=N\NC(=O)C2=NC(=CN=C2)C=2C=NC(=CC2)OC(F)(F)F)C1)F